C(C)(C)(C)OC(=O)N1CC(=CCC1)C1=NC=CC(=C1)C=1C(=C(C=C(C1)F)C1=CC(=C(C=C1)N1C(N(C=C1)C)=O)Cl)OC 4-(3'-chloro-5-fluoro-2-methoxy-4'-(3-methyl-2-oxo-2,3-dihydro-1H-imidazol-1-yl)-[1,1'-biphenyl]-3-yl)-5',6'-dihydro-[2,3'-bipyridine]-1'(2'H)-carboxylic acid tert-butyl ester